tert-butyl 4-[2-[1-(2-fluoro-4-nitro-phenyl)-4-piperidyl]ethyl]piperidine-1-carboxylate FC1=C(C=CC(=C1)[N+](=O)[O-])N1CCC(CC1)CCC1CCN(CC1)C(=O)OC(C)(C)C